ethyl 3-bromo-6-(trifluoromethyl)picolinate BrC=1C(=NC(=CC1)C(F)(F)F)C(=O)OCC